1-(1-(2-fluoroacryloyl)azetidin-3-yl)-7-methyl-3-(4-(trifluoro-methyl)phenyl)-1,7-dihydro-6H-pyrazolo[3,4-b]pyridin-6-one FC(C(=O)N1CC(C1)N1N=C(C2=C1N(C(C=C2)=O)C)C2=CC=C(C=C2)C(F)(F)F)=C